COC([C@H](CC(=O)OC)O)=O.C(O)NC(C(=C)C)=O N-methylolmethacrylamide dimethyl-(S)-2-hydroxysuccinate